(E)-methyl 2-[2-(3-(3-iodopyridin-2-yloxy) phenoxy) phenyl]-3-methoxyacrylate IC=1C(=NC=CC1)OC=1C=C(OC2=C(C=CC=C2)/C(/C(=O)OC)=C\OC)C=CC1